cis-N-({4-Methyl-2-[5-methyl-2-(2H-1,2,3-triazol-2-yl)benzoyl]-2-azabicyclo[3.1.1]heptan-3-yl}methyl)-5-(trifluoromethyl)pyrazin-2-amin CC1C(N(C2CC1C2)C(C2=C(C=CC(=C2)C)N2N=CC=N2)=O)CNC2=NC=C(N=C2)C(F)(F)F